(R)-2-(2-acetyl-4-bromophenoxy)-3-fluoropropylacetate C(C)(=O)C1=C(O[C@H](CCC(=O)[O-])CF)C=CC(=C1)Br